CN1N=C2N=CC(=CC2=C1)C1=CC=C2C(=N1)SC(=C2)[C@]2(COCC2)O (3S)-3-(6-(2-methyl-2H-pyrazolo[3,4-b]pyridin-5-yl)thieno[2,3-b]pyridin-2-yl)tetrahydro-3-furanol